FC(C)(F)C1=NC(=CC(=N1)N1CC2(C=3C=NC(=CC31)NC(C)=O)CC2)C2COCC2 N-(1'-(2-(1,1-difluoroethyl)-6-(tetrahydrofuran-3-yl)pyrimidin-4-yl)-1',2'-dihydrospiro[cyclopropane-1,3'-pyrrolo[3,2-c]pyridin]-6'-yl)acetamide